C1=CC(=CC=2OC3=C(C21)C=CC=C3)N(C3=CC=CC=C3)C3=CC2=C(C1=C(O2)C=C2C=C4C(OC5=C4C=CC(=C5)N(C=5C=CC4=C(OC6=C4C=CC=C6)C5)C5=CC=CC=C5)=CC2=C1)C=C3 3,10-Bis[N-(dibenzofuran-3-yl)-N-phenylamino]naphtho[2,3-b:6,7-b']bisbenzofuran